BrC1=C(CC2(CCN(CC2)C(=O)OC(C)(C)C)C#N)C=CC(=C1)Cl tert-butyl 4-(2-bromo-4-chlorobenzyl)-4-cyanopiperidine-1-carboxylate